[Te]1CC=CC=C1 tellurine